N-(benzhydrylideneamino)-3-methyl-imidazo[4,5-c]pyridin-6-amine C(C1=CC=CC=C1)(C1=CC=CC=C1)=NNC1=CC2=C(C=N1)N(C=N2)C